O=C1NC(CCC1N1C(C2=CC=C(C=C2C1=O)N1CCC(CC1)OCCC(=O)O)=O)=O 3-({1-[2-(2,6-dioxopiperidin-3-yl)-1,3-dioxoisoindol-5-yl]piperidin-4-yl}oxy)propanoic acid